(2S)-2-amino-6-[(phenylcarbamoyl)amino]hexanoic acid N[C@H](C(=O)O)CCCCNC(NC1=CC=CC=C1)=O